FC(S(=O)(=O)[O-])(F)F.C[N+](C)(C)CC1=CC=C(C=C1)C(F)(F)F N,N,N-trimethyl-(4-trifluoromethylbenzyl)ammonium trifluoromethanesulfonate